ethyl 2-(prop-2-yn-1-yl)oxazole-4-carboxylate C(C#C)C=1OC=C(N1)C(=O)OCC